(S)-4-ethyl-8-fluoro-4-hydroxy-11-(4-methoxyphenyl)-1,12-dihydro-14H-pyrano[3',4':6,7]indolizino[2,1-b]quinoline-3,6,14(4H,11H)-trione C(C)[C@]1(C(OCC=2C(N3CC=4N(C5=CC=C(C=C5C(C4C3=CC21)=O)F)C2=CC=C(C=C2)OC)=O)=O)O